C(C)(C)(C)OC(=O)N[C@H](C(=O)N1[C@@H]([C@H]2[C@H]3[C@H](C[C@@H]([C@H]2C1)C3)F)C(=O)O)C(C)(C)C (1S,2R,3S,6R,7S,9S)-4-[(2S)-2-[(tert-butoxycarbonyl)amino]-3,3-dimethylbutanoyl]-9-fluoro-4-azatricyclo[5.2.1.0^{2,6}]decane-3-carboxylic acid